1-isopropyl-3-methyl-8-(6-(((1-methylazetidin-3-yl)oxy)methyl)pyridin-3-yl)-1H-imidazo[4,5-c]cinnolin-2(3H)-one C(C)(C)N1C(N(C=2N=NC=3C=CC(=CC3C21)C=2C=NC(=CC2)COC2CN(C2)C)C)=O